N1CCC2(CC1)NC1=CC=CC=C1C2=O spiro[indoline-2,4'-piperidin]-3-one